N-{[2-(cyclopropylmethoxy)-3-fluorophenyl]methyl}-5-{2-acetamidoimidazo[1,2-b]pyridazin-6-yl}-2-methoxypyridine-3-carboxamide C1(CC1)COC1=C(C=CC=C1F)CNC(=O)C=1C(=NC=C(C1)C=1C=CC=2N(N1)C=C(N2)NC(C)=O)OC